N-(4-Aminophenyl)sulfonyl-8,8-dimethyl-2-phenyl-6,7-dihydro-5H-chinolin-3-carboxamid NC1=CC=C(C=C1)S(=O)(=O)NC(=O)C=1C(=NC=2C(CCCC2C1)(C)C)C1=CC=CC=C1